(4-(pentafluoro-λ6-sulfaneyl)phenyl)pyridin-2-amine FS(C1=CC=C(C=C1)C=1C(=NC=CC1)N)(F)(F)(F)F